OC1=CC=C(C=C1)C1CC(CC(C1)C)(CC1=CC=C(C=C1)O)C 1,1'-bis(4-hydroxyphenyl)-3,3,5-trimethylcyclohexane